C(C)OC(=O)C1=CC(=NC=C1Cl)OC[C@H](C)NS(=O)(=O)C(F)(F)F 5-chloro-2-[(2S)-2-(trifluoromethylsulfonylamino)propoxy]pyridine-4-carboxylic acid ethyl ester